4-(hydroxymethyl)-N,N-dimethyl-3-(1H-benzimidazol-5-yl)benzamide OCC1=C(C=C(C(=O)N(C)C)C=C1)C1=CC2=C(NC=N2)C=C1